[B].[B].[Ta] Tantalum diboride